anthradithiaazole N1SSC2=C1C1=CC3=CC=CC=C3C=C1C=C2